octandiamine C(CCCCCCC)(N)N